C(C)C1=C(C=CC(=C1)F)N1CN(C(C2=C1C=NC(=C2)C(F)(F)F)=O)C2=C(NC(C=C2)=O)C 1-(2-ethyl-4-fluoro-phenyl)-3-(2-methyl-6-oxo-1,6-dihydro-pyridin-3-yl)-6-(trifluoromethyl)-2,3-dihydropyrido-[3,4-d]pyrimidin-4(1H)-one